ClC1=CC=C(C=C1)NC(NC(NCCCCCCNC(=N)NC(=N)NC1=CC=C(C=C1)Cl)=N)=N 1,1'-Hexamethylenebis(5-(p-chlorophenyl)biguanide)